[Na].FC1([C@@H](O[C@@H]([C@H]1O)CO)N1C(=O)N=C(N)C=C1)F deoxy-2',2'-difluorocytidine sodium